6,7-dimethyl-4-(((1-((6-(trifluoromethyl)pyridin-3-yl)methyl)-1H-pyrazol-4-yl)methyl)amino)-7,8-dihydro-3,5,6,9a-tetraazabenzo[cd]azulene-9(6H)-one CN1C=2C3=C(C=CN3C(CC1C)=O)N=C(N2)NCC=2C=NN(C2)CC=2C=NC(=CC2)C(F)(F)F